[Cl-].ClC1=C(C=C(C=N1)OCC1(CC1)[NH3+])C(NC1CC1)=O [1-[[6-chloro-5-(cyclopropylcarbamoyl)-3-pyridyl]oxymethyl]cyclopropyl]ammonium chloride